ClC1=CN=CC(=N1)C(=O)NCC1=CC=C(C=C1)NC1=CC=C(C=C1)N1CCC(CC1)C(F)(F)F 6-Chloro-N-(4-((4-(4-(trifluoromethyl)piperidin-1-yl)phenyl)amino)benzyl)pyrazine-2-carboxamide